C(#N)C=1C(=C2C(=NC1N1CC3(CN(C3)C(=O)OC(C)(C)C)CC1)CC(OC2)(C)C)C2=CC(=CC1=CC=CC=C21)OS(=O)(=O)C(F)(F)F tert-butyl 6-(3-cyano-7,7-dimethyl-4-(3-(((trifluoromethyl) sulfonyl)-oxy) naphthalen-1-yl)-7,8-dihydro-5H-pyrano[4,3-b]pyridin-2-yl)-2,6-diazaspiro[3.4]octane-2-carboxylate